COC=1C=C2C(=NC=NC2=CC1OC)N1CCC(CC1)C(CS(=O)(=O)NC(=O)N)C N-(2-(1-(6,7-dimethoxyquinazolin-4-yl)piperidin-4-yl)propyl)sulfonylurea